FC1=CC=C(C=C1)C=1C=C2C(=NC=NC2=C(C1)S(=O)(=O)N1CCNCC1)N[C@H](C)C1=NOC(=N1)C (R)-6-(4-fluorophenyl)-N-(1-(5-methyl-1,2,4-oxadiazol-3-yl)ethyl)-8-(piperazin-1-ylsulfonyl)quinazolin-4-amine